Tert-butyl (1R,5S)-3-(7-bromo-6-chloro-8-fluoro-2-((tetrahydro-1H-pyrrolizin-7a(5H)-yl) methoxy) quinazolin-4-yl)-3,8-diazabicyclo[3.2.1]octane-8-carboxylate BrC1=C(C=C2C(=NC(=NC2=C1F)OCC12CCCN2CCC1)N1C[C@H]2CC[C@@H](C1)N2C(=O)OC(C)(C)C)Cl